1,4-butanetriol C(CO)C(CO)O